Rac-2-((4,6-dimethyl-2-(trifluoromethyl)pyrimidin-5-yl)sulfonyl)-6-(1-(tetrahydro-2H-pyran-4-yl)ethyl)-2,6-diazaspiro[3.3]heptane CC1=NC(=NC(=C1S(=O)(=O)N1CC2(C1)CN(C2)[C@H](C)C2CCOCC2)C)C(F)(F)F |r|